FC1=C(C(=CC=C1OC(F)(F)F)C1=C(C(=CC=C1)F)F)O 3,2',3'-trifluoro-4-trifluoromethoxy-biphenyl-2-ol